FC1=CC2=C(SC(=C2CCNC2=CC(=NC=N2)C2=CC(=CS2)C(F)(F)F)C)C(=C1)C 5-{6-[2-(5-Fluoro-2,7-dimethyl-benzo[b]thiophen-3-yl)-ethylamino]-pyrimidin-4-yl}-3-trifluoromethyl-thiophen